((5-bromo-8-hydroxyquinolin-7-yl)(pyridin-3-yl)methyl)butyramide BrC1=C2C=CC=NC2=C(C(=C1)C(C=1C=NC=CC1)C(C(=O)N)CC)O